1,1-dimethyloctylamine CC(CCCCCCC)(C)N